BrC1=CC=C(C=C1)C1=CC=C(C=C1)[N+](=O)[O-] 4-bromo-4'-nitrobiphenyl